COC1=CC=C(C=C1)COC1=NOC(=C1)CNC1=CC=CC=C1 [[3-[(4-methoxyphenyl)methoxy]isoxazol-5-yl]methyl]aniline